ClC1=C(C=NC=2CN(CCC12)C)C(=O)OC methyl 4-chloro-7-methyl-6,8-dihydro-5H-1,7-naphthyridine-3-carboxylate